5H-spiro[furo[3,4-d]pyrimidine-7,3'-piperidine]-1'-carboxylic acid tert-butyl ester C(C)(C)(C)OC(=O)N1CC2(CCC1)OCC1=C2N=CN=C1